4-chloro-N-(4-((4-methoxybenzyl)oxy)-5-(3-(trifluoromethyl)but-3-en-1-yn-1-yl)pyridin-2-yl)benzamide ClC1=CC=C(C(=O)NC2=NC=C(C(=C2)OCC2=CC=C(C=C2)OC)C#CC(=C)C(F)(F)F)C=C1